CC(CCCC)(S)C 1,1-dimethyl-1-pentanethiol